C(C)OC=1C(=NC(=NC1)C)NC1=NNC2=CC(=CC=C12)[C@@H]1C[C@@]12C(NC1=CC=C(C=C21)OC)=O (1r,2s)-2-{3-[(5-ethoxy-2-methylpyrimidin-4-yl)amino]-1H-indazol-6-yl}-5'-methoxyspiro[cyclopropane-1,3'-indol]-2'(1'H)-one